1-Phenyl-3-(1-(p-tolyl)azocan-2-yl)-1H-pyrrole-2,5-dione C1(=CC=CC=C1)N1C(C(=CC1=O)C1N(CCCCCC1)C1=CC=C(C=C1)C)=O